3-(dioctylamino)propyl octyl phosphate P(=O)(OCCCN(CCCCCCCC)CCCCCCCC)(OCCCCCCCC)[O-]